tert-butyl 1-(4-(3-oxo-1-phenyl-2,7,10-trioxa-4-azadodecane-12-yl) piperazin-1-yl)-3,6,9,12-tetraoxapentadecane-15-carboxylate O=C(OCC1=CC=CC=C1)NCCOCCOCCN1CCN(CC1)CCOCCOCCOCCOCCCC(=O)OC(C)(C)C